C(CCC)NC(=O)C=1C=NN(C1C(F)(F)F)C1=CC=C(C=C1)N1C(C(=C(C=C1)Cl)Cl)=O N-butyl-1-(4-(3,4-dichloro-2-oxopyridin-1(2H)-yl)phenyl)-5-(trifluoromethyl)-1H-pyrazole-4-carboxamide